C1(CCCC1)C1=NN(C=C1/C=C/C(=O)O)C1=CC=CC=C1 (E)-3-(3-cyclopentyl-1-phenyl-1H-pyrazol-4-yl)acrylic acid